2-amino-5-(2-ethylhexylamino)-1,3,4-thiadiazole NC=1SC(=NN1)NCC(CCCC)CC